C(CCCC)C(CO)CCCCCC 2-pentyl-1-octanol